N1=CC=C(C=C1)\C=N\N(C1=CC=CC=C1)CCCN1C(C2=CC=CC=C2C1=O)=O 2-[3-(N-[(E)-4-pyridylmethyleneamino]anilino)-propyl]isoindoline-1,3-dione